C(C)OB1OC(C2=NC(=CC=C21)NC2=NC=C(C(=N2)N[C@H](CO)C2=CC=CC=C2)C2=NC1(CO2)CCOCC1)(C)C (S)-2-((2-((1-ethoxy-3,3-dimethyl-1,3-dihydro-[1,2]oxaborolo[4,3-b]pyridin-5-yl)amino)-5-(3,8-dioxa-1-azaspiro[4.5]dec-1-en-2-yl)pyrimidin-4-yl)amino)-2-phenylethan-1-ol